C12C3C=CC3CC(=CC1)C2 tricyclo[5.2.1.02,5]deca-3,7-diene